FC1(C(C1)(C)C1=CC=CC(=N1)[Sn](C)(C)C)F [6-(2,2-difluoro-1-methylcyclopropyl)-2-pyridinyl]-trimethyl-stannane